NC1=CC(=C(C=C1)N1CCC(CC1)O)CN(C)C (4-amino-2-((dimethylamino)methyl)phenyl)piperidin-4-ol